tert-butyl 4-(3-(2,6-bis(benzyloxy) pyridin-3-yl)-1-methyl-1H-indazol-7-yl)-3,6-dihydropyridine-1(2H)-carboxylate C(C1=CC=CC=C1)OC1=NC(=CC=C1C1=NN(C2=C(C=CC=C12)C=1CCN(CC1)C(=O)OC(C)(C)C)C)OCC1=CC=CC=C1